2,4-bis(diethylamino)-2,4,6,6-tetramethylcyclotrisiloxane C(C)N([Si]1(O[Si](O[Si](O1)(C)N(CC)CC)(C)C)C)CC